4-(6-chloro-7-(2-fluoro-6-methoxyphenyl)-1-(2-isopropylphenyl)-2-oxo-1,2-dihydroquinazolin-4-yl)piperazine-1-carboxylic acid tert-butyl ester C(C)(C)(C)OC(=O)N1CCN(CC1)C1=NC(N(C2=CC(=C(C=C12)Cl)C1=C(C=CC=C1OC)F)C1=C(C=CC=C1)C(C)C)=O